4-{9-[methyl-(7H-pyrrolo[2,3-d]pyrimidin-4-yl)-amino]-3-aza-spiro[5.5]undec-3-carbonyl}-cyclohexanone CN(C1CCC2(CCN(CC2)C(=O)C2CCC(CC2)=O)CC1)C=1C2=C(N=CN1)NC=C2